2-((1-(2-cyano-3-(4-(dimethylamino)phenyl)-7-methylquinolin-5-yl)ethyl)amino)benzoic acid C(#N)C1=NC2=CC(=CC(=C2C=C1C1=CC=C(C=C1)N(C)C)C(C)NC1=C(C(=O)O)C=CC=C1)C